CN1[C@H](CCC1)CO ((2R)-1-methylpyrrolidin-2-yl)methanol